N-(1-phenyl-2-(m-tolylthio)vinyl)methacrylamide C1(=CC=CC=C1)C(=CSC=1C=C(C=CC1)C)NC(C(=C)C)=O